FC(C[C@@H](C1=CC(=CC=C1)OC(F)(F)F)NC(CC1(CC(C1)(F)F)O)=O)F (S)-N-(3,3-difluoro-1-(3-(trifluoromethoxy)phenyl)propyl)-2-(3,3-difluoro-1-hydroxycyclobutyl)acetamide